C(C)(C)(C)OC(=O)N1C(=CC=2C1=CN=CC2)C=2C(=CC(=NC2)C=2C=NC(=CC2)N(C)C(=O)OC(C)(C)C)F 2-(6'-(Boc(methyl)amino)-4-fluoro-2,3'-bipyridin-5-yl)-1H-pyrrolo[2,3-c]pyridine-1-carboxylic acid tert-butyl ester